CC(CC(=O)O)(CC(=O)O)C(=O)O 2-methylpropan-1,2,3-tricarboxylic acid